Cl.FC1=C(C=NN1C)N(S(=O)=O)NC1CCN(CC1)C N-(5-Fluoro-1-methyl-1H-pyrazol-4-yl)-N-(1-methylpiperidin-4-yl)amino-sulfonamide hydrochloride